1-methylhistamine CN1C=C(CCN)N=C1